BrC1=NC(=CC(=C1)[C@@H](C)N(C(OC(C)(C)C)=O)C)C tert-butyl (R)-(1-(2-bromo-6-methylpyridin-4-yl)ethyl)(methyl)carbamate